ClC1=CC(=C(C=C1)C1OC2=C(C=CC=C2CC1(F)F)C1CCN(CC1)C(=O)OC(C)(C)C)F tert-butyl 4-(2-(4-Chloro-2-fluorophenyl)-3,3-difluorochroman-8-yl)piperidine-1-carboxylate